BrC=1N=CC(=NC1)N(C(OC(C)(C)C)=O)C(=O)OC(C)(C)C tert-butyl N-(5-bromopyrazin-2-yl)-N-tert-butoxycarbonylcarbamate